C(C)(C)(C)OC(=O)N[C@H](/C=C/CC(=O)N)CC(C)C (S,E)-5-(tert-butoxycarbonylamino)-7-methyloct-3-enamide